(2E)-1-(2,6,6-TRIMETHYL-1-CYCLOHEXEN-1-YL)-2-BUTEN CC1=C(C(CCC1)(C)C)C\C=C\C